CC=1C=C(N=NC1N1C(C=2C=C(C=NC2CC1([2H])[2H])NC1=C(C=NC=C1)C)([2H])[2H])C#N 5-methyl-6-(3-((3-methylpyridin-4-yl)amino)-7,8-dihydro-1,6-naphthyridin-6(5H)-yl-5,5,7,7-d4)pyridazine-3-carbonitrile